BrC=1C=C(CO[Si](C)(C)C(C)(C)C)C=CC1OC ((3-bromo-4-methoxybenzyl)oxy)(tert-butyl)-dimethylsilane